C(=O)(O)C(CN1CCNCC1)C(=O)O N'-dicarboxyethyl-piperazine